1-(2-pyridinyl)-6-fluoro-1,4-dihydro-7-(3-hydroxypyrrolidinyl)-4-oxo-3-quinolinecarboxylic acid N1=C(C=CC=C1)N1C=C(C(C2=CC(=C(C=C12)N1CC(CC1)O)F)=O)C(=O)O